4-(difluoromethyl)-N-[4-fluoro-2-[(3R)-3,4-dimethylpiperazin-1-yl]-5-[2-[(3R)-3-methylmorpholin-4-yl]pyrimidin-5-yl]phenyl]-1-methyl-6-oxopyridine-3-carboxamide FC(C=1C(=CN(C(C1)=O)C)C(=O)NC1=C(C=C(C(=C1)C=1C=NC(=NC1)N1[C@@H](COCC1)C)F)N1C[C@H](N(CC1)C)C)F